propyl-7-methylguanosine C(CC)[C@@]1([C@H](O)[C@H](O)[C@@H](CO)O1)N1C=[N+](C=2C(=O)NC(N)=NC12)C